2h,4h-chromen O1CCCC2=CC=CC=C12